[Fe+2].[Cd+2].[C-]#N.[C-]#N.[C-]#N.[C-]#N cyanide cadmium iron